C(N)(OC(=O)OC(C)(C)C)=O (tert-butyl Oxycarbonyl) carbamate